CN1C2CN(CC1CC2)C2=C(C=CC=C2)CN 1-(2-{8-methyl-3,8-diazabicyclo[3.2.1]octan-3-yl}phenyl)methanamine